N1(N=CN=C1)C1=NC=C(C2=CC=CC=C12)[C@@H](C)N(C(=O)NC1=CC(=C(C=C1)F)Cl)CC(C)C |r| Racemic-1-(1-(1-(1H-1,2,4-triazol-1-yl)isoquinolin-4-yl)ethyl)-3-(3-chloro-4-fluorophenyl)-1-isobutylurea